lauramidoethyldiethyl-amine C(CCCCCCCCCCC)(=O)NCCN(CC)CC